N1N=C(C=C1)CC=1SC2=C(N(C=3C(N(N=CC32)CC3=NNC=C3C(=O)N)=O)C)N1 3-((2-((1H-pyrazol-3-yl)methyl)-4-methyl-5-oxo-4H-thiazolo[5',4':4,5]pyrrolo[2,3-d]pyridazin-6(5H)-yl)methyl)-1H-pyrazole-4-carboxamide